3,4,4,5-tetrafluoro-3-(difluoromethyl)sulfolane FC1(CS(=O)(=O)C(C1(F)F)F)C(F)F